C(C1=CC=CC=C1)N1N=CC(=C(C1=O)Cl)I 2-benzyl-4-chloro-5-iodopyridazin-3(2H)-one